C(N)(=O)C=1C=C(C=NC1)OC(=O)N1[C@@H](CN(CC1)CC1=CC(=CC=C1)OC(F)(F)F)C (R)-2-methyl-4-(3-(trifluoromethoxy)benzyl)piperazin-1-carboxylic acid 5-carbamoylpyridine-3-yl ester